(6-chloroquinazolin-2-yl)methyl acetate C(C)(=O)OCC1=NC2=CC=C(C=C2C=N1)Cl